4-(6-((1S,4S,5S)-4-(cyanomethyl)-3-((6-methoxypyridin-3-yl)methyl)-2,6-diazabicyclo[3.2.0]heptan-6-yl)pyridin-3-yl)-2-(1-methyl-1H-pyrazol-4-yl)-1H-pyrrole C(#N)C[C@H]1C(N[C@H]2CN([C@@H]12)C1=CC=C(C=N1)C=1C=C(NC1)C=1C=NN(C1)C)CC=1C=NC(=CC1)OC